ClC1=CC2=C(C=N1)C(=NN2C=2C(=CC1=C(OCCN1C(=O)OC(C)(C)C)C2)OC)C(NCCN2CCC(CC2)C(=O)OC2CCCC2)=O tert-Butyl 7-(6-chloro-3-((2-(4-((cyclopentyloxy)carbonyl)piperidin-1-yl)ethyl)carbamoyl)-1H-pyrazolo[4,3-c]pyridin-1-yl)-6-methoxy-2,3-dihydro-4H-benzo[b][1,4]oxazine-4-carboxylate